NC=1C(=CC=C2C=C(N=CC12)NC1=NN2CC(N(CCC2=C1)C(C)C)=O)F 2-((8-amino-7-fluoroisoquinolin-3-yl)amino)-6-isopropyl-5,6-dihydro-4H-pyrazolo[1,5-d][1,4]diazepin-7(8H)-one